Diethyl p-vinylbenzylphosphonate C(=C)C1=CC=C(CP(OCC)(OCC)=O)C=C1